2,8,8-trimethyl-6,8-dihydro-7H-pyrrolo[2,3-g]quinazolin-7-one CC1=NC2=CC3=C(C=C2C=N1)NC(C3(C)C)=O